2-bromo-3-chloro-6,6-dimethyl-5H,7H-pyrazolo[1,5-a]pyrazin-4-one BrC1=NN2C(C(NC(C2)(C)C)=O)=C1Cl